C(C)(C)(C)OC(NC1=CC(=CC=C1)N1N=C2C=C(C=CC2=C1)C1=C(C=CC=C1)C(F)(F)F)=O (3-(6-(2-(trifluoromethyl)phenyl)-2H-indazol-2-yl)phenyl)carbamic acid tert-butyl ester